COC1=C(C=C2C(=NC=NC2=C1)C=1C(=NC=CC1)C1=CC=CC=C1)NC(CC)=O N-(7-methoxy-4-(2-phenylpyridin-3-yl)quinazolin-6-yl)propanamide